FC1=CC=C(C=C1)C=1C(=NC2=CC(=CC(=C2C1)C(C)NC1=C(C(=O)O)C=CC=C1)C)C1=CN=C(S1)OC 2-((1-(3-(4-fluorophenyl)-2-(2-methoxythiazol-5-yl)-7-methylquinolin-5-yl)ethyl)amino)benzoic acid